OC12CC3CC(CC(C1)C3)C2 (S)-3-hydroxyadamantane